C[C@@H]1CN(C[C@@H](N1)C)C1=NC=C(C=N1)CC 2-[(3R,5S)-3,5-dimethylpiperazin-1-yl]-5-ethylpyrimidine